C(C)N1N=NC2=C1C=CC(=C2C)CCC(=O)[O-] 3-(1-ethyl-4-methyl-1H-benzo[d][1,2,3]triazol-5-yl)propanoate